perfluoromethylsilane F[Si](C(F)(F)F)(F)F